C(C)(C)OC(=O)OCOP(=O)(OCOC(=O)OC(C)C)COCCCN1C2=NC=NC(=C2N=C1)N 9-[(R)-[[bis[[(isopropoxycarbonyl)oxy]methoxy]phosphinyl]methoxy]propyl]adenine